FC1(CCN(CC1)CC(=O)N)CNC1=NC=NC(=C1F)N1C(COCC1)C1=CC=C(C=C1)OC(F)(F)F 2-(4-fluoro-4-(((5-fluoro-6-(3-(4-(trifluoromethoxy)phenyl)morpholino)pyrimidin-4-yl)amino)methyl)piperidin-1-yl)acetamide